C1(=CC=CC=C1)C1=CC(=C(C=C1)[O-])N=NC1=C(C=CC=C1)[O-].[Na+].[Na+] sodium 4-phenylazophenolate